N-(2,6-dimethyl-4-(7-((4-(trifluoromethyl)cyclohexyl)oxy)-1,3,4,5-tetrahydro-2H-benzo[c]azepin-2-yl)phenyl)-3,3-dimethylbutyramide CC1=C(C(=CC(=C1)N1CC2=C(CCC1)C=C(C=C2)OC2CCC(CC2)C(F)(F)F)C)NC(CC(C)(C)C)=O